C[C@@H]1O[C@@H](CN([C@@H]1CNC1=NC=C(C=N1)C(F)(F)F)C(=O)C1=NC(=C(C=C1C1=NC=CC=N1)C)C)C ((2S,3R,6R)-2,6-Dimethyl-3-(((5-(trifluoromethyl)pyrimidin-2-yl)amino)methyl)morpholino)(5,6-dimethyl-3-(pyrimidin-2-yl)pyridin-2-yl)methanone